(3-fluorobenzyl)-5,6-dihydroxy-2-methylpyrimidine-4-carboxamide FC=1C=C(CNC(=O)C2=NC(=NC(=C2O)O)C)C=CC1